3-((1,1,1-trifluoropropan-2-yl)oxy)benzonitrile FC(C(C)OC=1C=C(C#N)C=CC1)(F)F